C1(CC1)C1=C(C(=NO1)C=1C=NC(=CC1)C)COC1=CC=C(N=N1)C(=O)NC1CCOCC1 6-((5-cyclopropyl-3-(6-methylpyridin-3-yl)isoOxazol-4-yl)methoxy)-N-(tetrahydropyran-4-yl)pyridazine-3-carboxamide